BrC1=C2C(N(C(C2=CC(=C1)O)=O)C12C(NC(C(C1)C2)=O)=O)=O 1-(4-bromo-6-hydroxy-1,3-dioxoisoindolin-2-yl)-3-azabicyclo[3.1.1]heptane-2,4-dione